OC1=C(C=CC=C1)[C@H](CN1C(N(C(C2=C1SC(=C2C)C=2OC=CN2)=O)C(C(=O)O)(C)C)=O)OC2CCOCC2 2-[1-[(2R)-2-(2-hydroxyphenyl)-2-(oxacyclohex-4-yloxy)ethyl]-5-methyl-6-(1,3-oxazol-2-yl)-2,4-dioxo-1H,2H,3H,4H-thieno[2,3-d]pyrimidin-3-yl]-2-methylpropionic acid